4-(3-acetylazetidin-1-yl)-5-(3,5-difluorophenyl)nicotinic acid C(C)(=O)C1CN(C1)C1=C(C=NC=C1C(=O)O)C1=CC(=CC(=C1)F)F